(16Z)-N,N-dimethylpentacosan-16-en-8-amine CN(C(CCCCCCC)CCCCCCC\C=C/CCCCCCCC)C